NN(N)C(C1=CC=C(C=C1)C)=O amino-4-methylbenzoyl-hydrazine